1,3-di(diisopropylphosphino)propane C(C)(C)P(CCCP(C(C)C)C(C)C)C(C)C